2-bromo-6-(1,3-dioxolan-2-yl)pyridine BrC1=NC(=CC=C1)C1OCCO1